3-Fluoro-3-butene-1,4-sultone FC=1CCS(=O)(=O)OC1